C1(CCCCC1)CCN1CCN(CC1)C(=O)C1=CC=CC=C1 [4-(2-Cyclohexylethyl)-piperazin-1-yl]-phenyl-methanon